S1C(SCCC1)C(C(=CC1=CN(C2=CC=CC=C12)C)C1=CC2=CC=C(C=C2C=C1)OC)=O 1-(1,3-Dithian-2-yl)-2-(6-methoxynaphthalen-2-yl)-3-(1-methyl-1H-indol-3-yl)prop-2-en-1-one